Tert-butyl 5-carbonyl-5,7-dihydrospiro[cyclopenta[b]pyridine-6,4'-piperidine]-1'-carboxylate C(=O)=C1C=2C(=NC=CC2)CC12CCN(CC2)C(=O)OC(C)(C)C